CCCCCCCCCCCCCCCCCCCCCCC(C(=O)N[C@@H](COP(=O)([O-])O[C@@H]1[C@@H]([C@@H]([C@H]([C@@H]([C@H]1O[C@H]2[C@H]([C@H]([C@@H]([C@H](O2)CO)O)O)O)O)O)O)O)[C@@H](CCCCCCCCCCCCCCC)O)O The molecule is a mannosylinositol phosphorylceramide(1-) having a tetracosanoyl group attached to the ceramide nitrogen, with hydroxylation at C-2 of the very-long-chain fatty acid. It is a conjugate base of a Man-beta1-2-Ins-1-P-Cer(d18:0/2-OH-24:0).